9-(3-azidopropyl)-1,5,9-triazacyclododecane-1,5-dicarboxylic acid di-tert-butyl ester C(C)(C)(C)OC(=O)N1CCCN(CCCN(CCC1)CCCN=[N+]=[N-])C(=O)OC(C)(C)C